OCC(=O)CO 1,3-dihydroxy-acetone